C1CCC12CN(CCC2)[C@H]2[C@@H](CCC2)OC=2C=C1CN(C(C1=CC2)=O)C2C(NC(CC2)=O)=O 3-(5-(((1r,2r)-2-(6-azaspiro[3.5]non-6-yl)cyclopentyl)oxy)-1-oxoisoindolin-2-yl)piperidine-2,6-dione